OC1=CC=C(C=C1)C1=CC=C(C=C1)C(N)=S 4'-hydroxybiphenyl-4-carbothioamide